ClC=1N=C(C2=C(N1)N=CC(=C2)Cl)OC 2,6-dichloro-4-methoxypyrido[2,3-d]pyrimidine